C1OCC12CCN(CC2)C=2OC1=C(N2)C=C(C=C1)NC(=O)C=1C=C2CCCOC2=CC1 chroman-6-carboxylic acid [2-(2-oxa-7-aza-spiro[3.5]non-7-yl)-benzooxazol-5-yl]-amide